CC1(OB(OC1(C)C)C1=CC=C(C=2C=CN=CC12)C(=O)OC)C methyl 8-(4,4,5,5-tetramethyl-1,3,2-dioxaborolan-2-yl)isoquinoline-5-carboxylate